FC(C=O)=CN1CCOCC1 2-Fluoro-3-(morpholin-4-yl)acrolein